2-chloro-N-(1'-cyclopentyl-1'h-[1,4'-biimidazol]-4-yl)pyrrolo[2,1-f][1,2,4]triazin-4-amine ClC1=NN2C(C(=N1)NC=1N=CN(C1)C=1N=CN(C1)C1CCCC1)=CC=C2